C(\C=C\C)(=O)N1[C@H](CN(CC1)C1=NC(=NC=2C[C@@H](CCC12)N1CCCC2=CC=C(C=C12)F)N1CC(C1)N(C)C)CC#N 2-((S)-1-((E)-But-2-enoyl)-4-((R)-2-(3-(dimethylamino)azetidin-1-yl)-7-(7-fluoro-3,4-dihydroquinolin-1(2H)-yl)-5,6,7,8-tetrahydroquinazolin-4-yl)piperazin-2-yl)acetonitrile